O=S1(N(CC(N1)=O)C=1C(=C2C=CC(=CC2=CC1O)NC(CCC(=O)NCC=1C=2C3=C(C(N(C3=CC1)C1C(NC(CC1)=O)=O)=O)C=CC2)=O)F)=O N1-(6-(1,1-dioxido-4-oxo-1,2,5-thiadiazolidin-2-yl)-5-fluoro-7-hydroxynaphthalen-2-yl)-N4-((1-(2,6-dioxopiperidin-3-yl)-2-oxo-1,2-dihydrobenzo[cd]indol-6-yl)methyl)succinamide